diethyl (2-((3-(triethoxysilyl)propyl)amino)ethyl)phosphonate C(C)O[Si](CCCNCCP(OCC)(OCC)=O)(OCC)OCC